C(C)(C)(C)C1=CC=2C(=NC(=CN2)C=2CCC[C@H]([C@@H](N2)CO)C2CCC2)N1C [(2R,3S)-7-(6-tert-Butyl-5-methyl-pyrrolo[2,3-b]pyrazin-3-yl)-3-cyclobutyl-3,4,5,6-tetrahydro-2H-azepin-2-yl]methanol